C(=O)=C([C@H](CC1CCCCC1)NC(=O)C=1OC2=C(C1)C=CC=C2)N[C@H](C=C=O)C[C@H]2C(NCC2)=C=O N-{(S)-1-carbonyl-1-{{(S)-1-carbonyl-3-[(S)-2-carbonylpyrrolidin-3-yl]propan-2-yl}amino}-3-cyclohexylpropan-2-yl}-benzofuran-2-carboxamide